3-(difluoromethoxy)-N-((2-(4-fluoro-6-((3S,4r,5R)-4-hydroxy-3,5-dimethylpiperidin-1-yl)pyridin-2-yl)-1,6-naphthyridin-7-yl)methyl)-5-(methylsulfonyl)benzamide FC(OC=1C=C(C(=O)NCC2=NC=C3C=CC(=NC3=C2)C2=NC(=CC(=C2)F)N2C[C@@H](C([C@@H](C2)C)O)C)C=C(C1)S(=O)(=O)C)F